1,3,5-trimethyl-4-(pyrrolidin-2-yl)-1H-pyrazole CN1N=C(C(=C1C)C1NCCC1)C